1,6-bis(4-chlorophenyl)perfluorohexane ClC1=CC=C(C=C1)C(C(C(C(C(C(C1=CC=C(C=C1)Cl)(F)F)(F)F)(F)F)(F)F)(F)F)(F)F